The molecule is a member of the class of furofurans that is tetrahydrofuro[3,4-b]furan-2,4-dione substituted at positions 3 and 6 by methyl and butyl groups respectively (the 3R,3aR,6S,6aS-stereoisomer). It has a role as a fungal metabolite. It is a furofuran and a gamma-lactone. CCCC[C@H]1[C@@H]2[C@@H]([C@H](C(=O)O2)C)C(=O)O1